N-(3-(aminomethyl)pyrazin-2-yl)-N-(methyl)methanesulfonamide tricaprylyl-citrate C(CCCCCCC)(=O)C(C(C(C(=O)O)(C(CCCCCCC)=O)C(CCCCCCC)=O)(O)C(=O)O)C(=O)O.NCC=1C(=NC=CN1)N(S(=O)(=O)C)C